sodium octenyl benzenesulfonate C1(=CC=CC=C1)S(=O)(=O)OC=CCCCCCC.[Na]